C1(=CC(=CC=C1)C1=NC(=NC(=N1)C1=CC=CC=C1)C1=CC2=C(C=C1)C1=CC=CC=C1C21C=2C=CC=CC2C2=C1OC=C2)C2=CC=CC=C2 2-([1,1'-biphenyl]-3-yl)-4-phenyl-6-(spiro[fluorene-9,8'-indeno[2,1-b]furan]-2-yl)-1,3,5-triazine